C(C1=CC=C(C(=O)OC)C=C1)C1=CC=C(C(=O)OC)C=C1 dimethyl 4,4'-methylenedibenzoate